OOC(C1=C(C(=O)NC(=O)N1)O)=O dihydroxyorotic acid